CC1([C@H]2CCC([C@@H]1C2)C(CCC=C)O)C 1-((1S,5S)-6,6-dimethylbicyclo[3.1.1]hept-2-yl)pent-4-en-1-ol